5-(Methylamino)-6-(3-methylimidazo[4,5-c]pyridin-7-yl)-3-[2,3,5-trifluoro-4-[(1S,4S)-2-oxa-5-azabicyclo[2.2.1]heptan-5-yl]anilino]pyrazin-2-carboxamid CNC=1N=C(C(=NC1C=1C2=C(C=NC1)N(C=N2)C)C(=O)N)NC2=C(C(=C(C(=C2)F)N2[C@@H]1CO[C@H](C2)C1)F)F